2-(pent-4-en-1-yl)-4,6-bis({[(3R,4R,5S,6S)-4,5,6-trihydroxy-3-(hydroxymethyl)oxan-2-yl]oxy})benzoic acid C(CCC=C)C1=C(C(=O)O)C(=CC(=C1)OC1O[C@@H]([C@H]([C@@H]([C@H]1CO)O)O)O)OC1O[C@@H]([C@H]([C@@H]([C@H]1CO)O)O)O